7-[(2R,6S)-2-methyl-6-[(3-piperazin-1-yl-5,7-dihydropyrrolo[3,4-b]pyridin-6-yl)methyl]morpholin-4-yl]-1,3-benzothiazole-4-carbonitrile C[C@@H]1CN(C[C@@H](O1)CN1CC2=NC=C(C=C2C1)N1CCNCC1)C=1C=CC(=C2N=CSC21)C#N